CN1CC(CCCC1)C1=CC=C(C(=O)NC2=CC(=C(C=C2)C)NC2=NC=CC(=N2)C=2C=NC=CC2)C=C1 4-(1-Methyl-azepan-3-yl)-N-[4-methyl-3-(4-pyridin-3-yl-pyrimidin-2-ylamino)-phenyl]-benzamide